N,N-diundecylurea C(CCCCCCCCCC)N(C(=O)N)CCCCCCCCCCC